C(C)(=O)N(C(C1=C(C=C(C=C1)C(F)(F)F)S(=O)(=O)CC)=O)C1=C(OC(=C1)C(C(F)(F)F)(F)F)Br N-acetyl-N-[2-bromo-5-(pentafluoroethyl)furan-3-yl]-2-(ethylsulfonyl)-4-(trifluoromethyl)benzamide